C(C)OC(=O)C1=C(OC2=C1C=C(C=C2)O)C2=C(C=CC=C2)OC 5-hydroxy-2-(2-methoxyphenyl)benzofuran-3-carboxylic acid ethyl ester